4-(((3aR,5s,6aS)-2-(2-(4-hydroxyphenyl)-2-oxoethyl)octahydrocyclopenta[c]pyrrol-5-yl)oxy)benzonitrile OC1=CC=C(C=C1)C(CN1C[C@@H]2[C@H](C1)CC(C2)OC2=CC=C(C#N)C=C2)=O